ethyl 5-(4-(3-cyclopropylprop-1-ynyl) benzyl)-1H-1,2,3-triazole-4-carboxylate C1(CC1)CC#CC1=CC=C(CC2=C(N=NN2)C(=O)OCC)C=C1